C(C1=CC=CC=C1)N1CCC(=CC1)OC1CC(C1)OC1CCN(CC1)C(=O)OC(C)(C)C tert-butyl 4-[3-[(1-benzyl-3,6-dihydro-2H-pyridin-4-yl)oxy]cyclobutoxy]piperidine-1-carboxylate